methyl (S)-(1-((5-bromo-3-methoxypyridin-2-yl)methyl)-7-((1-((tert-butyldiphenylsilyl)oxy)hexan-3-yl)amino)-1H-pyrazolo-[4,3-d]pyrimidin-5-yl)carbamate BrC=1C=C(C(=NC1)CN1N=CC=2N=C(N=C(C21)N[C@H](CCO[Si](C2=CC=CC=C2)(C2=CC=CC=C2)C(C)(C)C)CCC)NC(OC)=O)OC